CN(C=1C=C(C=CC1)NC(=O)NCC1=CC2=C(C(N(C2)C2C(NC(CC2)=O)=O)=O)S1)C 1-(3-(dimethylamino)phenyl)-3-((5-(2,6-dioxopiperidin-3-yl)-6-oxo-5,6-dihydro-4H-thieno[2,3-c]pyrrol-2-yl)methyl)urea